BrC1=CC=C(C=C1)C=1N(C=C(N1)C(F)(F)F)C 2-(4-bromophenyl)-1-methyl-4-(trifluoromethyl)imidazole